C1(=CC=CC2=CC=CC=C12)N1C(C=2CCCCC2C1=O)=O 2-(Naphthalen-1-yl)-4,5,6,7-tetrahydro-1H-isoindole-1,3(2H)-dione